N-(3-(2-(1,1-difluoroethyl)-6-methylpyrimidin-4-yl)-1-(oxetan-3-yl)-1H-pyrrolo[2,3-c]pyridin-5-yl)acetamide FC(C)(F)C1=NC(=CC(=N1)C1=CN(C2=CN=C(C=C21)NC(C)=O)C2COC2)C